6-chloro-3-thiocyano-1H-indole ClC1=CC=C2C(=CNC2=C1)SC#N